FC1=C(CS(=NC(C2=CN=C(C=C2)C2=NOC(=N2)C(F)(F)F)=O)(=O)C)C=CC=C1 N-((2-fluorobenzyl)(methyl)(oxo)-λ6-sulfaneylidene)-6-(5-(trifluoromethyl)-1,2,4-oxadiazol-3-yl)nicotinamide